tert-Butyl N-[4-carbamoyl-5-[3,5-difluoro-4-[2-[[3-(3-methyl-1-bicyclo[1.1.1]pentanyl)isoxazol-5-yl]amino]-2-oxo-ethyl]phenyl]-2-isopropyl-pyrazol-3-yl]carbamate C(N)(=O)C1=C(N(N=C1C1=CC(=C(C(=C1)F)CC(=O)NC1=CC(=NO1)C12CC(C1)(C2)C)F)C(C)C)NC(OC(C)(C)C)=O